ClC1=C(C=C(C=C1)CC(=O)ON1C(CCC1=O)=O)O 2,5-dioxopyrrolidin-1-yl 2-(4-chloro-3-hydroxyphenyl)acetate